6-(5-fluoro-2-((4-((1-(2-hydroxyethyl)piperidin-4-yl)oxy)-3-methylphenyl)amino)-7H-pyrrolo[2,3-d]pyrimidin-7-yl)pyridine FC1=CN(C=2N=C(N=CC21)NC2=CC(=C(C=C2)OC2CCN(CC2)CCO)C)C2=CC=CC=N2